(2-ethoxy-4-fluorophenyl){6-[3-methyl-1-(o-tolyl)-5-pyrazolyl]-2-aza-2-spiro[3.3]heptyl}methanone C(C)OC1=C(C=CC(=C1)F)C(=O)N1CC2(C1)CC(C2)C2=CC(=NN2C2=C(C=CC=C2)C)C